N-((1-methylpiperidin-3-yl)methyl)-7-phenylisoindolin-5-amine HCl Cl.CN1CC(CCC1)CNC=1C=C2CNCC2=C(C1)C1=CC=CC=C1